COC1=C(C=CC(=C1)S(=O)(=O)C)NCC#CC1=C(C2=C(S1)C=CC=C2)N2C=CC=C2 2-(3-((2-methoxy-4-(methylsulfonyl)phenyl)amino)prop-1-yn-1-yl)-3-(1H-pyrrol-1-yl)benzo[b]thiophen